BrC1=CC(=C(O[C@H](C(=O)O)CC)C=C1)C(C(C)C)(F)F (2S)-2-[4-bromo-2-(1,1-difluoro-2-methyl-propyl)phenoxy]butanoic acid